(2-bromo-4-fluoro-6-propionylphenyl)tetrahydro-2H-pyran-3-carboxamide BrC1=C(C(=CC(=C1)F)C(CC)=O)C1OCCCC1C(=O)N